4-(2-aminothiazol-5-yl)-2,6-dimethyl-piperazine-1-carboxylic acid tert-butyl ester C(C)(C)(C)OC(=O)N1C(CN(CC1C)C1=CN=C(S1)N)C